OC12C(C=3C=CSC3N=C2N(CC1)C1=CC=C(C=C1)CNS(=O)(=O)C)=O N-[(4-{9-hydroxy-8-oxo-4-thia-2,12-diazatricyclo[7.3.0.03,7]dodeca-1,3(7),5-trien-12-yl}phenyl)methyl]methanesulfonamid